[OH-].COCCN1C(=[N+](C=C1)CCOC)C 1,3-bis(2-methoxyethyl)-2-methylimidazolium hydroxide